2-(cis-3-methyl-6-azabicyclo[3.1.1]heptan-1-yl)pyrimidine-5-carbonitrile CC1CC2(NC(C1)C2)C2=NC=C(C=N2)C#N